sphingosine hydrobromide Br.OC[C@H](N)[C@H](O)\C=C\CCCCCCCCCCCCC